(3R)-1-[2-(2-chlorophenyl)-3-(4-chlorophenyl)-5-[dimethylphosphorylmethyl(methyl)amino]pyrazolo[1,5-a]pyrimidin-7-yl]piperidine-3-carboxamide ClC1=C(C=CC=C1)C1=NN2C(N=C(C=C2N2C[C@@H](CCC2)C(=O)N)N(C)CP(=O)(C)C)=C1C1=CC=C(C=C1)Cl